tert-butyl (2S)-2-[methyl-(1-methylpyrrolo[2,3-b]pyridin-6-yl)carbamoyl]pyrrolidine-1-carboxylate CN(C(=O)[C@H]1N(CCC1)C(=O)OC(C)(C)C)C1=CC=C2C(=N1)N(C=C2)C